6-chloro-3-pyridinecarbonitrile ClC1=CC=C(C=N1)C#N